3,3'-oxydiphenyl diisocyanate O(C=1C=C(C=CC1)N=C=O)C=1C=C(C=CC1)N=C=O